6-methyl-1,4-dioxan CC1COCCO1